2-(3-(3-((4-methyl-4H-1,2,4-triazol-3-yl)methyl)-1,1-dioxidothietan-3-yl)phenyl)-6-(((1-methylcyclobutyl)amino)methyl)-4-(trifluoromethyl)-isoindolin-1-one CN1C(=NN=C1)CC1(CS(C1)(=O)=O)C=1C=C(C=CC1)N1C(C2=CC(=CC(=C2C1)C(F)(F)F)CNC1(CCC1)C)=O